2-Amino-N-phenylnicotinamide NC1=C(C(=O)NC2=CC=CC=C2)C=CC=N1